pyridine-3-carboxylic acid choline OCC[N+](C)(C)C.N1=CC(=CC=C1)C(=O)O